OC1=CC=C(C=C1)C1=C(NC=2N(C1=O)N=C(C2N2CCCCC2)C2=CC=CC=C2)C 6-(4-hydroxyphenyl)-5-methyl-2-phenyl-3-(piperidin-1-yl)pyrazolo[1,5-a]pyrimidin-7(4H)-one